4-[(undecylfluorohexenyl)oxy]benzenesulfonic acid sodium salt [Na+].C(CCCCCCCCCC)C(CCCC=COC1=CC=C(C=C1)S(=O)(=O)[O-])F